The molecule is a tertiary alcohol that is butan-2-ol substituted by a 4-chlorophenyl group at position 2, a cyclopropyl group at position 3 and a 1H-1,2,4-triazol-1-yl group at position 1. It is a member of monochlorobenzenes, a tertiary alcohol, a member of triazoles and a member of cyclopropanes. CC(C1CC1)C(CN2C=NC=N2)(C3=CC=C(C=C3)Cl)O